OC[C@H](C)NC(OC(C)(C)C)=O tert-butyl N-[(1S)-2-hydroxy-1-methyl-ethyl]carbamate